5-(3-hydroxypropyl)-4-methyl-2-(tetrahydro-2H-pyran-2-yl)pyridazin-3(2H)-one OCCCC1=C(C(N(N=C1)C1OCCCC1)=O)C